methyl 4-((1S,2S)-2-(6-(2,4-dimethoxypyrimidin-5-yl)imidazo[1,2-b]pyridazin-8-yl)cyclopropyl)benzoate COC1=NC=C(C(=N1)OC)C=1C=C(C=2N(N1)C=CN2)[C@@H]2[C@H](C2)C2=CC=C(C(=O)OC)C=C2